2-(2-aminoethyl)pyridine 2-sulfo-L-iduronate S(=O)(=O)(O)[C@@](C=O)(O)[C@@H](O)[C@H](O)[C@@H](O)C(=O)O.NCCC1=NC=CC=C1